C(C)S(=O)(=O)C=1C=C(C=NC1C1=NC2=C(N=NC(=C2)C(C(F)(F)F)(F)F)N1C)C#N 5-ethylsulfonyl-6-[7-methyl-3-(1,1,2,2,2-pentafluoroethyl)imidazo[4,5-c]pyridazin-6-yl]pyridine-3-carbonitrile